CCC(CC)N1N=CC(=C1)C=1C=2N(C=C(N1)C=1C=NN(C1)[C@@H]1C[C@H](C1)CO)N=CC2 (trans-3-(4-(4-(1-(pentan-3-yl)-1H-pyrazol-4-yl)pyrazolo[1,5-a]pyrazin-6-yl)-1H-pyrazol-1-yl)cyclobutyl)methanol